COC1=CC=C(C=C1)S(=O)(=O)C1CNC2=C(S1)C(=CN=C2)C2=CC=C(C#N)C=C2 4-(((4-methoxyphenyl)sulfonyl)-3,4-dihydro-2H-pyrido[4,3-b][1,4]thiazin-8-yl)benzonitrile